di-tert-butyl (5-(2-(4-(cyclobutylcarbamoyl)phenylamino)-5-methylpyrimidin-4-ylamino)-2-oxobenzo[d]oxazol-3(2H)-yl)methyl phosphate P(=O)(OC(C)(C)C)(OC(C)(C)C)OCN1C(OC2=C1C=C(C=C2)NC2=NC(=NC=C2C)NC2=CC=C(C=C2)C(NC2CCC2)=O)=O